O[C@@]1(CN(CCOC1)C(=O)OCC1=CC=CC=C1)C benzyl (R)-6-hydroxy-6-methyl-1,4-oxazepane-4-carboxylate